tert-butyl N-[(3R)-1-[5-[(7-fluoro-2,8-dimethyl-imidazo[1,2-a]pyridin-6-yl) carbamoyl] pyrazin-2-yl] pyrrolidin-3-yl]-N-methyl-carbamate FC1=C(C=2N(C=C1NC(=O)C=1N=CC(=NC1)N1C[C@@H](CC1)N(C(OC(C)(C)C)=O)C)C=C(N2)C)C